1-(3-aminopropyl)-3-ethylurea tert-butyl-(3-(3-ethylureido)propyl)carbamate C(C)(C)(C)N(C(O)=O)CCCNC(=O)NCC.NCCCNC(=O)NCC